O\N=C\C1=CC(=C(C(=O)OC)C=C1)C methyl 4-[(E)-hydroxyiminomethyl]-2-methyl-benzoate